pyrrolo[2,3-c]pyridine-1,2-dicarboxylate N1(C(=CC=2C1=CN=CC2)C(=O)[O-])C(=O)[O-]